Butane-1,4-diol dimethyl-acrylate CC(=CC(=O)OCCCCO)C